[Na+].OCC(NCCS(=O)(=O)[O-])(CO)CO N-tris(hydroxymethyl)methyl-2-aminoethanesulfonic acid monosodium salt